di(allyl)palladium dichloride C(C=C)[Pd](CC=C)(Cl)Cl